C(C)OC(CC1=CC2=NC=CC=C2N1)=O pyrrolo[3,2-b]pyridine-2-acetic acid ethyl ester